ClC1=CC(=NC=N1)C1=NC=2C=CC3=C(C2C=C1)C1=C(S3)C(N[C@@H](CN1)C)=O (R)-3-(6-chloropyrimidin-4-yl)-10-methyl-9,10,11,12-tetrahydro-8H-[1,4]diazepino[5',6':4,5]thieno[3,2-f]quinolin-8-one